C(C1=CC=CC=C1)O[C@@H](C(=O)N1CCN(CC1)C(C1=CC=CC=C1)(C1=CC=CC=C1)C1=CC=CC=C1)[C@H]([C@@H](C(COCC1=CC=CC=C1)=O)OCC1=CC=CC=C1)OCC1=CC=CC=C1 (2R,3S,4S)-2,3,4,6-tetrakis(benzyloxy)-1-(4-tritylpiperazin-1-yl)hexan-1,5-dione